(6aR,8S,9R,10R,10aS)-8-((3-(2-acetamidoethyl)-1H-indol-5-yl)oxy)-10-hydroxy-2,2,4,4-tetraisopropylhexahydropyrano[3,2-f][1,3,5,2,4]trioxadisilocin-9-yl benzyl carbonate C(O[C@@H]1[C@H]([C@@H]2O[Si](O[Si](OC[C@H]2O[C@H]1OC=1C=C2C(=CNC2=CC1)CCNC(C)=O)(C(C)C)C(C)C)(C(C)C)C(C)C)O)(OCC1=CC=CC=C1)=O